CC(C)(C)[S@@](=O)N[C@@H]1CC(C2=CC(=CC=C12)C(F)(F)F)=C (R)-2-methyl-N-[(1R)-3-methylene-5-(trifluoromethyl)indan-1-yl]propane-2-sulfinamide